Racemic-3-(3-chloro-4-fluorophenyl)-1-(1-(6,8-difluoro-1-oxo-1,2-dihydroisoquinolin-4-yl)ethyl)-1-isobutylurea ClC=1C=C(C=CC1F)NC(N(CC(C)C)[C@H](C)C1=CNC(C2=C(C=C(C=C12)F)F)=O)=O |r|